C(C=CCCCCC(=O)O)CCCC(=O)O.ClC=1C=NC(=C(C(=O)NC2CCC(CC2)CN2C(C(C3=CC=CC=C23)(C2=NC=C(C=C2)C(F)(F)F)O)=O)C1)C(F)F 5-chloro-2-(difluoromethyl)-N-((1r,4r)-4-((3-hydroxy-2-oxo-3-(5-(trifluoromethyl)pyridin-2-yl)indolin-1-yl)methyl)cyclohexyl)nicotinamide but-2-ene-1,4-diyl-bis(butyrate)